(E)-2,2-dimethyl-4-phenylbut-3-enenitrile CC(C#N)(\C=C\C1=CC=CC=C1)C